OC(CCCCCCCCCCCCCCCCCCCCCC(=O)O)CCC(CCC)O 23,26-Dihydroxynonacosanoic acid